nicotinic acid benzyl ester C(C1=CC=CC=C1)OC(C1=CN=CC=C1)=O